(S)-2-((tertbutoxycarbonyl)amino)-3-(5-chloro-2-(1-methyl-1H-pyrazol-4-yl)pyridine-3-yl)propanoic acid C(C)(C)(C)OC(=O)N[C@H](C(=O)O)CC=1C(=NC=C(C1)Cl)C=1C=NN(C1)C